CC=1C=NC2=CC=C(C=C2C1)CN1C[C@H](CC1)OC=1C=C2CN(C(C2=CC1)=O)C1C(NC(CC1)=O)=O 3-(5-(((S)-1-((3-Methylquinolin-6-yl)methyl)pyrrolidin-3-yl)oxy)-1-oxoisoindolin-2-yl)piperidine-2,6-dione